[3-(difluoromethoxy)phenyl]boronic acid FC(OC=1C=C(C=CC1)B(O)O)F